CC1=C(C(=NC=C1)C(F)(F)F)CSC=1NC(C2=C(N1)OCC2)=O 2-(((4-methyl-2-(trifluoromethyl)pyridin-3-yl)methyl)thio)-5,6-dihydrofuro[2,3-d]pyrimidin-4(3H)-one